3-[5-fluoro-2-(hydroxymethyl)-1H-indol-3-yl]-5-hydroxy-2,3-dihydro-1H-isoindol-1-one FC=1C=C2C(=C(NC2=CC1)CO)C1NC(C2=CC=C(C=C12)O)=O